[(3R,4S)-3-(3,4-difluorophenyl)-4-(hydroxymethyl)pyrrolidin-1-yl]-(3-pyridazin-4-yl-1H-pyrazol-5-yl)methanone FC=1C=C(C=CC1F)[C@@H]1CN(C[C@H]1CO)C(=O)C1=CC(=NN1)C1=CN=NC=C1